tert-butyl-4-chloro-5-hydroxy-6-methoxyisoindoline C(C)(C)(C)C1NCC2=C(C(=C(C=C12)OC)O)Cl